ClC=1C=C(CCN2CC(N(CC2)C)=O)C=CC1N1C=NC(=C1)C1=NC(=NC=C1C(F)(F)F)NC1CCN(CC1)S(=O)(=O)C 4-(3-Chloro-4-(4-(2-((1-(methylsulfonyl)-piperidin-4-yl)-amino)-5-(trifluoro-methyl)pyrimidin-4-yl)-1H-imidazol-1-yl)phenethyl)-1-methylpiperazin-2-one